2-(((1R,6R)-5-((S)-2-(4-Chloro-2-fluorophenyl)-2-methylbenzo[d][1,3]dioxol-4-yl)-2,5-diazabicyclo[4.2.0]octan-2-yl)methyl)-1-(((S)-oxetan-2-yl)methyl)-1H-benzo[d]imidazole ClC1=CC(=C(C=C1)[C@@]1(OC2=C(O1)C=CC=C2N2CCN([C@@H]1CC[C@@H]21)CC2=NC1=C(N2C[C@H]2OCC2)C=CC=C1)C)F